3-(7-bromo-2-oxo-naphtho[1,8-de][1,3]oxazin-3(2H)-yl)piperidine-2,6-dione BrC=1C2=CC=CC=3N(C(OC(C32)=CC1)=O)C1C(NC(CC1)=O)=O